3-(p-dimethylaminophenyl)-3-(2-phenylindole-3-yl)phthalide CN(C1=CC=C(C=C1)C1(OC(=O)C2=CC=CC=C12)C1=C(NC2=CC=CC=C12)C1=CC=CC=C1)C